9-(allyloxy)-6,7-dihydro-4H-pyrimido[6,1-a]isoquinoline C(C=C)OC=1C=C2CCN3C(C2=CC1)=CC=NC3